1-(3-chloro-5'-fluoro-2'-hydroxy-3'-(5-(piperazin-1-yl)-6-(pyrrolidin-1-yl)pyridin-3-yl)-[1,1'-biphenyl]-4-yl)-3-methylimidazolidin-2-one ClC=1C=C(C=CC1N1C(N(CC1)C)=O)C1=C(C(=CC(=C1)F)C=1C=NC(=C(C1)N1CCNCC1)N1CCCC1)O